methoxy-6-methyl-[4,4'-bipyridine]-3-carboxylic acid COC1=NC(=CC(=C1C(=O)O)C1=CC=NC=C1)C